ClC1=C(C(=CC=C1F)Cl)C(C)OC=1C(=NC=C(C1)C=1C=NN(C1)CCN1CCCC1)N 3-[1-(2,6-dichloro-3-fluoro-phenyl)-ethoxy]-5-[1-(2-pyrrolidin-1-yl-ethyl)-1H-pyrazol-4-yl]-pyridin-2-ylamine